5-cyclopropyl-N3-methyl-2-oxo-1-((1,2,3,4-tetrahydroquinolin-8-yl)methyl)-1,2-dihydropyridine-3,5-dicarboxylic acid diamide C1(CC1)C1(C=C(C(N(C1)CC=1C=CC=C2CCCNC12)=O)C(=O)NC)C(=O)N